5-bromo-N-(4-cyano-2-fluorophenyl)-4-phenyl-1H-pyrrole-3-sulfonamide BrC1=C(C(=CN1)S(=O)(=O)NC1=C(C=C(C=C1)C#N)F)C1=CC=CC=C1